FC(C1=NC=CC2=C1C(=CN2S(=O)(=O)C2=CC=C(C=C2)C)I)F 4-(difluoromethyl)-3-iodo-1-(4-methylbenzenesulfonyl)-1H-pyrrolo[3,2-c]pyridine